C1(CC1)C=1C=CC=2N(C1)C=C(N2)CC2=NN=C1N2C=C(N=C1)NC(OCC1=CC(=CC=C1)Cl)=O 3-chlorobenzyl (3-((6-cyclopropylimidazo[1,2-a]pyridin-2-yl)methyl)-[1,2,4]triazolo[4,3-a]pyrazin-6-yl)carbamate